C(CC(C)C)[C@](C(=O)OC1CCN(CC1)CCOC1=CC(=CC(=C1)NC=1N=C(C2=C(N1)C=CS2)N2N=CCC2C2=CC=CC=C2)CC)(CN)NC(=O)OCC2=CC=CC=C2 1-(2-(3-ethyl-5-((4-(5-phenyl-4,5-dihydro-1H-pyrazol-1-yl)thieno[3,2-d]pyrimidin-2-yl)amino)phenoxy)ethyl)piperidin-4-ol Isopentyl-(R)-3-amino-2-(((benzyloxy)carbonyl)amino)propanoate